rac-(1R,5S,8s)-3-(4-aminopyrimidin-2-yl)-3-azabicyclo[3.2.1]octan-8-ol NC1=NC(=NC=C1)N1C[C@H]2CC[C@@H](C1)C2O |r|